C(C)(C)(C)OC(=O)N1CC(C(CC1)CCOC1CCC(CC1)N1C(N(C(C1(C)C)=O)C1=CC(=C(C=C1)C#N)C(F)(F)F)=S)(F)F tert-Butyl-4-(2-(((1r,4r)-4-(3-(4-cyano-3-(trifluoromethyl)phenyl)-5,5-dimethyl-4-oxo-2-thioxoimidazolidin-1-yl)cyclohexyl)oxy)ethyl)-3,3-difluoropiperidine-1-carboxylate